N1C=NC(=C1)CC(=O)O (1H-imidazol-4-yl)acetic acid